N-((2-bromo-4-isopropylphenyl)carbamothioyl)adamantane-1-carboxamide BrC1=C(C=CC(=C1)C(C)C)NC(=S)NC(=O)C12CC3CC(CC(C1)C3)C2